ethyl (Z)-3-(3-amino-4-(dibutylamino)phenyl)but-2-enoate NC=1C=C(C=CC1N(CCCC)CCCC)\C(=C/C(=O)OCC)\C